N-(4-(2-aminoethyl)phenyl)-2-(pyridin-4-yl)acetamide NCCC1=CC=C(C=C1)NC(CC1=CC=NC=C1)=O